4-[[(2R,3R,4S,5S)-3-(2-ethyl-3,4-difluoro-phenyl)-4,5-dimethyl-5-(trifluoromethyl)tetrahydrofuran-2-carbonyl]amino]pyridine-2-carboxamide C(C)C1=C(C=CC(=C1F)F)[C@@H]1[C@@H](O[C@@]([C@H]1C)(C(F)(F)F)C)C(=O)NC1=CC(=NC=C1)C(=O)N